5-(1-(2,2-difluoroethyl)-4-fluoro-2-methyl-1H-benzo[d]imidazol-6-yl)-6-fluoro-N-((3S,4R)-3-fluoro-1-methylpiperidin-4-yl)-4-(methoxy-d3)pyrrolo[2,1-f][1,2,4]triazin-2-amine FC(CN1C(=NC2=C1C=C(C=C2F)C=2C(=CN1N=C(N=C(C12)OC([2H])([2H])[2H])N[C@H]1[C@H](CN(CC1)C)F)F)C)F